C1(CC1)C1=NOC(=N1)C(N1C[C@@H](N(C[C@H]1COC)C(=O)OC(C)(C)C)C)C1=CC=C(C=C1)F tert-butyl (2S,5S)-4-((3-cyclopropyl-1,2,4-oxadiazol-5-yl) (4-fluorophenyl)methyl)-5-(methoxymethyl)-2-methylpiperazine-1-carboxylate